2-((4-(6-((4-(Difluoromethyl)-2-fluorobenzyl)oxy)pyridin-2-yl)piperidin-1-yl)methyl)-4-methoxy-1-methyl-1H-benzo[d]imidazole-6-carboxylic acid FC(C1=CC(=C(COC2=CC=CC(=N2)C2CCN(CC2)CC2=NC3=C(N2C)C=C(C=C3OC)C(=O)O)C=C1)F)F